COC(C(CC(=O)OC)=C)=O.NC=1C=CC(=C(C1)S(=O)(=O)NCC1=C(C=C(C=C1)OC)OC)C=1OC(=NN1)C(F)F 5-amino-2-[5-(difluoromethyl)-1,3,4-oxadiazol-2-yl]-N-(2,4-dimethoxybenzyl)benzenesulfonamide dimethyl-2-methylenesuccinate